bromo-1-(3-fluoro-4-methylbenzyl)-4-(isoxazol-3-yl)-1,3-dihydro-2H-benzo[b]azepin-2-one BrC1C(=CC2=C(N(C1=O)CC1=CC(=C(C=C1)C)F)C=CC=C2)C2=NOC=C2